N-[7-[7,7-difluoro-2-[(2S)-2-methylazetidin-1-yl]-5,6-dihydrocyclopenta[d]pyrimidin-4-yl]chroman-4-yl]methanesulfonamide FC1(CCC2=C1N=C(N=C2C2=CC=C1C(CCOC1=C2)NS(=O)(=O)C)N2[C@H](CC2)C)F